NC1=NC=CC=C1C1=NC=2C(=NC(=CC2)C2=CC=CC=C2)N1C1=CC=C(CN2CCN(CC2)C(=O)C2=CC(=NC=N2)C#N)C=C1 6-(4-(4-(2-(2-Aminopyridin-3-yl)-5-phenyl-3H-imidazo[4,5-b]pyridin-3-yl)benzyl)piperazine-1-carbonyl)pyrimidine-4-carbonitrile